3-(3-fluoroazetidin-1-yl)-7-vinylbenzo[4,5]imidazo[1,2-a]pyridine FC1CN(C1)C1=CC=2N(C=C1)C1=C(N2)C=C(C=C1)C=C